(4-amino-2-(((S)-pent-2-yl)oxy)imidazo[2,1-f][1,2,4]triazin-7-yl)(2-methylpiperidin-4-yl)methanol NC1=NC(=NN2C1=NC=C2C(O)C2CC(NCC2)C)O[C@@H](C)CCC